CNC(=O)N1CC2(C1)N(C(CN(C2=O)C2=CC=C(C=C2)C(=C)C)=O)CC2=CC=C(C=C2)C(F)(F)F N-methyl-6,9-dioxo-8-(4-(prop-1-en-2-yl)phenyl)-5-(4-(trifluoromethyl)benzyl)-2,5,8-triazaspiro[3.5]-nonane-2-carboxamide